S1C=NC=C1NC(=O)[C@@H]1CC12CCN(CC2)C(=O)OC(C(F)(F)F)C(F)(F)F |r| 1,1,1,3,3,3-hexafluoro-propan-2-yl (±)-1-(thiazol-5-ylcarbamoyl)-6-azaspiro-[2.5]octane-6-carboxylate